BrC1=C(C=C(C=C1)C)C1=NN(C=C1)CCCN(C(OC(C)(C)C)=O)C1CCC(CC1)(F)F tert-butyl (3-(3-(2-bromo-5-methylphenyl)-1H-pyrazol-1-yl)propyl)(4,4-difluorocyclohexyl)carbamate